C1(CC1)CN1N=CC=C1C(=O)N[C@H](C(=O)NC1=NC(=C(C=C1)C=1C(=NNC1C)C)F)C(C1CCCCC1)C1CCCCC1 2-(cyclopropylmethyl)-N-[(1S)-1-(dicyclohexylmethyl)-2-[[5-(3,5-dimethyl-1H-pyrazol-4-yl)-6-fluoro-2-pyridinyl]amino]-2-oxo-ethyl]pyrazole-3-carboxamide